ClC=1C=C(NC2(CCC3(C(=CC4=CC=CC=C34)C[C@@H](CO)C3=CC=CC=C3)CC2)C(=O)OC)C=CC1 methyl (1r,4R)-4-(3-chloroanilino)-2'-[(2R)-3-hydroxy-2-phenylpropyl]spiro[cyclohexane-1,1'-indene]-4-carboxylate